4-butyl-N,N-diphenylamine C(CCC)C1=CC=C(C=C1)NC1=CC=CC=C1